N-(5-(2-(3,3-dimethylazetidin-1-yl)acetamido)-2-methylpyridin-3-yl)-2-(1-(oxetan-3-yl)-1H-pyrazol-4-yl)pyrazolo[5,1-b]thiazole-7-carboxamide CC1(CN(C1)CC(=O)NC=1C=C(C(=NC1)C)NC(=O)C=1C=NN2C1SC(=C2)C=2C=NN(C2)C2COC2)C